ClC=1C=C(C=C(C1OC1=NNC(C(=C1)C(C)C)=O)Cl)N1C(N(N=CC1=O)CC(F)(F)F)=O (3,5-dichloro-4-((5-isopropyl-6-oxo-1,6-dihydropyridazin-3-yl)oxy)phenyl)-2-(2,2,2-trifluoroethyl)-1,2,4-triazine-3,5(2H,4H)-dione